4-((3r,4r)-4-((5,7-dimethyl-1H-indol-4-yl)methyl)-1-methylpiperidin-3-yl)benzonitrile CC=1C(=C2C=CNC2=C(C1)C)C[C@H]1[C@@H](CN(CC1)C)C1=CC=C(C#N)C=C1